N(=[N+]=[N-])C\C=C/C1CC=CCC1 (Z)-4-(3-azidoprop-1-en-1-yl)cyclohex-1-ene